ClC1=CC=C(C=C1)C12CC3(CC(CC(C1)C3)C2)C(=O)O 3-(4-Chloro-phenyl)adamantane-1-carboxylic acid